(R)-1-phenylethyl (3S,4R)-4-allyl-3-azidopyrrolidine-3-carboxylate C(C=C)[C@H]1[C@](CNC1)(C(=O)O[C@H](C)C1=CC=CC=C1)N=[N+]=[N-]